CC12[C@@H](C[C@H](CC1)C2(C)C)CC(=O)O.C21(C(CC(CC2)C1(C)C)CC(=O)O)C.[N+](=[N-])=C(C(=O)N(C)C)C1=CC=C(C=C1)C α-diazo-4-methylphenyl-N,N-dimethyl-acetamide BORNYL-ACETATE ((2S,4S)-1,7,7-trimethylbicyclo[2.2.1]heptan-2-yl-acetate)